C(CC)O[Li] propoxylithium